NCC1=CC(=CC=C1)CN 1,3-Bis(aminomethyl)-benzol